(6,6-dimethyl-4-oxo-1-phenyl-4,5,6,7-tetrahydro-1H-indol-2-yl)(phenyl)methyl 3-fluorobenzoate FC=1C=C(C(=O)OC(C2=CC=CC=C2)C=2N(C=3CC(CC(C3C2)=O)(C)C)C2=CC=CC=C2)C=CC1